C(C)(C)(C)[Si](C1=CC=CC=C1)(C1=CC=CC=C1)OCC1(COC1)C#C tert-butyl-[(3-ethynyloxetan-3-yl)methoxy]-diphenyl-silane